(3-(((4-(2-((6-(4H-1,2,4-triazol-4-yl)-1H-indazol-4-yl)oxy)ethoxy)butyl)amino)methyl)-5-(trifluoromethyl)phenyl)methanol N=1N=CN(C1)C1=CC(=C2C=NNC2=C1)OCCOCCCCNCC=1C=C(C=C(C1)C(F)(F)F)CO